OC1=C(C=CC2=CC=CC=C12)C(=O)O.COC(N1CCCCC1)OC 1-(dimethoxymethyl)piperidine 1-Hydroxy-2-Naphthoate